1-propyltriethoxysilane C(CC)[Si](OCC)(OCC)OCC